1-(pyridin-2-yl)-N3-(3,4,5-trifluorophenyl)-1H-1,2,4-triazole-3,5-diamine N1=C(C=CC=C1)N1N=C(N=C1N)NC1=CC(=C(C(=C1)F)F)F